N[C@@H](CCC(=O)CN)C(=O)O gamma-glutamylmethylamine